N1(C2=C(OCCC1)N=C1C(=C2)C=CN1)C1=C(C(=O)NS(=O)(=O)C2=CC(=C(C=C2)NC[C@H]2OCC(C2)OC)[N+](=O)[O-])C=CC=C1 2-(3,4-dihydro-2H-pyrrolo[3',2':5,6]pyrido[2,3-b][1,4]oxazepin-1(7H)-yl)-N-((4-((((2S)-4-methoxytetrahydrofuran-2-yl)methyl)amino)-3-nitrophenyl)sulfonyl)benzamide